2-((3-Bromo-6-chloro-9-tosyl-9H-carbazol-1-yl)methyl)isoindoline-1,3-dione BrC=1C=C(C=2N(C3=CC=C(C=C3C2C1)Cl)S(=O)(=O)C1=CC=C(C)C=C1)CN1C(C2=CC=CC=C2C1=O)=O